5-amino-2-{[(2S,3R,4S,5R)-3,4-bis[(3,3,4,4,4-2H)butanoyloxy]-5-hydroxyoxan-2-yl]oxy}benzoic acid NC=1C=CC(=C(C(=O)O)C1)O[C@@H]1OC[C@H]([C@@H]([C@H]1OC(CC(C([2H])([2H])[2H])([2H])[2H])=O)OC(CC(C([2H])([2H])[2H])([2H])[2H])=O)O